8-[(3,3-difluoropyrrolidin-1-yl)methyl]-4-[(2R)-3-(3,4-dihydro-1H-isoquinolin-2-yl)-2-Hydroxy-propyl]-2,3-dihydro-1,4-benzoxazepine-5-one FC1(CN(CC1)CC1=CC2=C(C(N(CCO2)C[C@@H](CN2CC3=CC=CC=C3CC2)O)=O)C=C1)F